N-(1-(4-fluorobenzyl)piperidin-4-yl)-3,3,5-trimethyl-2,3-dihydro-1H-pyrrolo[3,2-b]pyridine FC1=CC=C(CN2CCC(CC2)N2CC(C3=NC(=CC=C32)C)(C)C)C=C1